NC=1C=C(C=C(C1)Cl)CCOCCOCCOCCOCCOCCOCCN(C(OC(C)(C)C)=O)C(=O)OC(C)(C)C tert-butyl N-[2-[2-[2-[2-[2-[2-[2-(3-amino-5-chloro-phenyl)ethoxy]ethoxy]-ethoxy]-ethoxy]ethoxy]ethoxy]ethyl]-N-tert-butoxycarbonyl-carbamate